C(=O)O.FC1=C(C=C(C=C1)F)C1=C(C(=NC=C1)C1C(COCC1)C(F)(F)F)N 4-(2,5-difluorophenyl)-2-(3-(trifluoromethyl)tetrahydro-2H-pyran-4-yl)pyridin-3-amine formate salt